C(#N)C=1C=C(C=CC1)C[C@@H](C(=O)O)N(C)C(=O)OCC1C2=CC=CC=C2C=2C=CC=CC12 (2S)-3-(3-cyanophenyl)-2-[9H-fluoren-9-ylmethoxycarbonyl-(methyl)amino]propionic acid